2-((R)-3-Aminopyrrolidin-1-yl)-6-(4-(2-fluoro-6-methoxyphenyl)-1-oxo-1,3-dihydro-2H-pyrrolo[3,4-c]pyridin-2-yl)nicotinonitrile N[C@H]1CN(CC1)C1=C(C#N)C=CC(=N1)N1CC=2C(=NC=CC2C1=O)C1=C(C=CC=C1OC)F